C1(CC1)N(CC[C@@H](C(=O)O)NC(=O)OC(C)C1=C(C=CC=C1)F)CCCCC1=NC=2NCCCC2C=C1 (2S)-4-(cyclopropyl(4-(5,6,7,8-tetrahydro-1,8-naphthyridin-2-yl)butyl)amino)-2-(((1-(2-fluorophenyl)ethoxy)carbonyl)amino)butanoic acid